C(C)(C)(C)OC(NC=1SC(=NN1)C#CC1=NN(C(=C1)C)C1OCCCC1)=O (5-((5-methyl-1-(tetrahydro-2H-pyran-2-yl)-1H-pyrazol-3-yl)ethynyl)-1,3,4-thiadiazol-2-yl)carbamic acid tert-butyl ester